BrC1=C(C=C(C=C1)Cl)OC([2H])([2H])[2H] 1-bromo-4-chloro-2-(methoxyl-d3)benzene